2-methoxy-N-[[3-methoxy-4-(4,4,5,5-tetramethyl-1,3,2-dioxaborolan-2-yl)phenyl]methyl]benzamide COC1=C(C(=O)NCC2=CC(=C(C=C2)B2OC(C(O2)(C)C)(C)C)OC)C=CC=C1